CC=1C=C(C=CC1C)C=1NC(C=2N(C1C)N=C(C2C(F)(F)F)C(=O)OCC)=O ethyl 6-(3,4-dimethylphenyl)-7-methyl-4-oxo-3-(trifluoromethyl)-4,5-dihydropyrazolo-[1,5-a]pyrazine-2-carboxylate